ethyl (4E)-3,3-dimethyl-4-[3-(pyridin-2-yl)prop-2-yn-1-ylidene]piperidine-1-carboxylate CC/1(CN(CC\C1=C/C#CC1=NC=CC=C1)C(=O)OCC)C